tert-butyl-6-bromo-8-(2,2,2-trifluoro-1-hydroxyethyl)imidazo[1,2-a]pyridine-2-carboxylate C(C)(C)(C)OC(=O)C=1N=C2N(C=C(C=C2C(C(F)(F)F)O)Br)C1